Cl.CN(C=1SC2=C(N1)SC(=N2)C2=NC=C(C=C2O)C=2C=NNC2)C2CCN(CC2)CCC 2-{5-[Methyl(1-propylpiperidin-4-yl)amino][1,3]thiazolo[5,4-d][1,3]thiazol-2-yl}-5-(1H-pyrazol-4-yl)pyridin-3-ol Hydrochlorid